NC1=C(C=C(OCCCCS(=O)(=O)O)C=C1)C 4-(4-Amino-3-methylphenoxy)butane-1-sulfonic acid